1-(4-hydroxyphenyl)-1H-thieno[2',3':4,5]benzo[1,2-d][1,2,3]triazole-4,8-dione OC1=CC=C(C=C1)N1N=NC2=C1C(C1=C(C2=O)SC=C1)=O